N-(3-(N-(3-chlorophenyl)sulfamoyl)phenyl)butanamide ClC=1C=C(C=CC1)NS(=O)(=O)C=1C=C(C=CC1)NC(CCC)=O